(Z)-2-(6-methoxy-2-oxoindolin-3-ylidene)-N-(4-(trifluoromethyl)phenyl)hyDrazine carbonate C(O)(O)=O.COC1=CC=C2/C(/C(NC2=C1)=O)=N/NC1=CC=C(C=C1)C(F)(F)F